FC(OC1=NC2=CC(=CC(=C2N=C1)C=1SC=2C(=NC=CC2)N1)C)F 2-(2-(difluoromethoxy)-7-methylquinoxalin-5-yl)thiazolo[4,5-b]pyridine